(2-(3-((6-Fluoro-4-(methylsulfonyl)-1H-indol-5-yl)oxy)phenyl)-1H-imidazol-5-yl)(phenyl)methanol FC1=C(C(=C2C=CNC2=C1)S(=O)(=O)C)OC=1C=C(C=CC1)C=1NC(=CN1)C(O)C1=CC=CC=C1